ClC1=C(C=C(OCC(=O)NC23CC(C2)(C3)NC(COC3=CC=NN3C3CC3)=O)C=C1)F 2-(4-chloro-3-fluorophenoxy)-N-(3-{2-[(1-cyclopropyl-1H-pyrazol-5-yl)oxy]acetamido}bicyclo[1.1.1]pentan-1-yl)acetamide